CC(CCCCCCCCCCCCCCCCCCCCCCC(=O)O)CC 24-methyl-hexacosanoic acid